Cl.C1(CC1)N1CCN(CC1)CC1=C2C=CN(C2=CC=C1)C1=CC2=CC=CC=C2C=C1 4-((4-Cyclopropylpiperazin-1-yl)methyl)-1-(naphthalen-2-yl)-1H-indole hydrochloride